2,2-difluoroethyl (5-(1-methyl-1H-pyrazol-4-yl)pyrazin-2-yl)(trans-4-((4-((oxetan-3-yl)oxy)-5-(trifluoromethyl)pyrimidin-2-yl)amino)cyclohexyl)carbamate CN1N=CC(=C1)C=1N=CC(=NC1)N(C(OCC(F)F)=O)[C@@H]1CC[C@H](CC1)NC1=NC=C(C(=N1)OC1COC1)C(F)(F)F